OCCC1(OCOCC1)C 4-(Hydroxyethyl)-4-methyl-1,3-dioxane